N3-(3,4-difluorobenzyl)-5-iodopyridine-2,3-diamine FC=1C=C(CNC=2C(=NC=C(C2)I)N)C=CC1F